CC1(OC2=C(C1)C=CC=C2CN2CCC1(CC2)COC2=CC=3C(N(CC3C=C21)C2C(NC(CC2)=O)=O)=O)C 3-(1'-((2,2-dimethyl-2,3-dihydrobenzofuran-7-yl)methyl)-7-oxo-5,7-dihydro-2H,6H-spiro[furo[2,3-f]isoindole-3,4'-piperidin]-6-yl)piperidine-2,6-dione